5-(3,4-dimethylphenyl)-N-(1,1-dioxido-2,3-dihydrothiophen-3-yl)-6-fluoropicolinamide CC=1C=C(C=CC1C)C=1C=CC(=NC1F)C(=O)NC1CS(C=C1)(=O)=O